ClCCCCCCCCCCC[Si](OCC)(OCC)OCC (chloroundecyl)(triethoxy)silane